[1,2,4]triazolo[4,3-a]pyrazin-6(5H)-one N=1N=CN2C1C=NC(C2)=O